COC=1C=C(C(=C)C)C=C(C1)O 3-methoxy-5-hydroxy-α-methylstyrene